2-((5-bromo-2-chloropyridin-3-yl)oxy)-1-(6-methoxypyridin-3-yl)ethan-1-one ethyl-(R)-5-hydroxy-2-methyl-1-((S)-1-phenylethyl)-1,2,3,6-tetrahydropyridine-4-carboxylate C(C)OC(=O)C=1C[C@H](N(CC1O)[C@@H](C)C1=CC=CC=C1)C.BrC=1C=C(C(=NC1)Cl)OCC(=O)C=1C=NC(=CC1)OC